acetic acid-d3 C(C([2H])([2H])[2H])(=O)O